BrC1=NC=C(C=C1)NN=CCC(C)C 2-bromo-5-[2-(3-methylbutylidene)hydrazin-1-yl]pyridine